mono-(2-hydroxy-3-methacryloyloxypropyl)-propyl ether OC(CCCCOCCCCC(COC(C(=C)C)=O)O)COC(C(=C)C)=O